(2-((2-chloro-7-((2-(trimethylsilyl)ethoxy)methyl)-7H-pyrrolo[2,3-d]pyrimidin-4-yl)amino)phenyl)dimethylphosphine oxide ClC=1N=C(C2=C(N1)N(C=C2)COCC[Si](C)(C)C)NC2=C(C=CC=C2)P(C)(C)=O